(5-chloro-4-(((3R,6S)-6-(hydroxymethyl)tetrahydro-2H-pyran-3-yl)amino)-1H-pyrrolo[2,3-b]pyridin-3-yl)(2-chloro-4-(2,6-difluorophenoxy)phenyl)methanone ClC=1C(=C2C(=NC1)NC=C2C(=O)C2=C(C=C(C=C2)OC2=C(C=CC=C2F)F)Cl)N[C@H]2CO[C@@H](CC2)CO